ClC1=NC=C(C(=N1)C1=C(C2=C(C3(N(C2=O)C)CC3)S1)C)F 2'-(2-chloro-5-fluoropyrimidin-4-yl)-3',5'-dimethylspiro[cyclopropane-1,6'-thieno[2,3-c]pyrrol]-4'(5'H)-one